FC1=C(C=CC(=C1)S(=O)(=O)C(C)(C)C1=C(C(=CC=C1)[N+](=O)[O-])F)SC1=NC(=C(C(=N1)N1CCN(CC1)CC(=O)N(C)C)OC)NC1=NNC(=C1)C 2-(4-(2-((2-fluoro-4-((2-(2-fluoro-3-nitrophenyl)propan-2-yl)sulfonyl)phenyl)thio)-5-methoxy-6-((5-methyl-1H-pyrazol-3-yl)amino)pyrimidin-4-yl)piperazin-1-yl)-N,N-dimethylacetamide